ClC1=NC=C(C(=C1)N1C[C@H](CCC1)NC(OC(C)(C)C)=O)C#CC=1C=NN(C1)C(F)(F)F tert-butyl (S)-(1-(2-chloro-5-((1-(trifluoromethyl)-1H-pyrazol-4-yl)ethynyl)pyridin-4-yl)piperidin-3-yl)carbamate